FC1=CSC(=C1)C1=NC=NC(=C1)NCCC1=CC=C(C=C1)C(F)(F)F 3-Fluoro-5-{6-[2-(4-trifluoromethyl-phenyl)-ethylamino]-pyrimidin-4-yl}-thiophene